(P)-1-(5-fluoro-2-methoxy-4-((1S,2S)-2-((trifluoromethoxy)methyl)cyclopropyl)phenyl)-N-(isoxazol-3-yl)-2-oxo-1,2-dihydroquinoline-6-sulfonamide FC=1C(=CC(=C(C1)N1C(C=CC2=CC(=CC=C12)S(=O)(=O)NC1=NOC=C1)=O)OC)[C@@H]1[C@H](C1)COC(F)(F)F